4-amino-7-allyl-7H-pyrrolo[2,3-d]pyrimidin NC=1C2=C(N=CN1)N(C=C2)CC=C